C(C)N1N=C2C=CC(=CC2=C1C(=O)OC)OCC1=NC=CC=C1 methyl 2-ethyl-5-(pyridin-2-ylmethoxy)-2H-indazole-3-carboxylate